C(C)OC(=O)C=1C=NC=2C=C(C(NC2C1)=O)CC 7-ethyl-6-oxo-5,6-dihydro-1,5-naphthyridine-3-carboxylic acid ethyl ester